1-ethyl-3,4-diphenyl-1H-pyrrole-2,5-dione C(C)N1C(C(=C(C1=O)C1=CC=CC=C1)C1=CC=CC=C1)=O